dimethyl-2-hydroxyethyl-2,3-dioleyloxypropylammonium bromide [Br-].C[N+](CC(COCCCCCCCC\C=C/CCCCCCCC)OCCCCCCCC\C=C/CCCCCCCC)(CCO)C